2,4-dihydroxy-3,3-dimethylbutanal OC(C=O)C(CO)(C)C